6-(3-chloro-6-(difluoromethyl)-2-fluorophenyl)-3-methyl-N-(1-((6-methyl-5-((1r,5s)-2-oxo-3-azabicyclo[3.1.0]hex-3-yl)pyridin-2-yl)methyl)-1H-pyrazol-4-yl)pyrazine-2-carboxamide ClC=1C(=C(C(=CC1)C(F)F)C1=CN=C(C(=N1)C(=O)NC=1C=NN(C1)CC1=NC(=C(C=C1)N1C([C@@H]2C[C@@H]2C1)=O)C)C)F